CC1=C(C=2N(C=C1C1=CC3=C(N(C(N3)=O)C3CCC(CC3)NCC)C=C1C(C)C)N=CN2)C 5-(7,8-dimethyl-[1,2,4]triazolo[1,5-a]pyridin-6-yl)-1-((1S,4S)-4-(ethylamino)cyclohexyl)-6-isopropyl-1,3-dihydro-2H-benzo[d]imidazol-2-one